CC1N(C(CCC1)C)C(=O)[SiH2]Cl 2,6-dimethylpiperidinocarbonyl-chlorosilane